1-dimethylaminoadamantane CN(C12CC3CC(CC(C1)C3)C2)C